2-(5-hexoxycarbonyl)pentanoyloxy-1,3-propanediol CCCCC(C)OC(=O)C(C(=O)OC(CCO)O)CCC